FC(C(=O)C(CCC[C@H](N)C(=O)O)N)(F)F.[N] Nitrogen ε-trifluoroacetyl-L-lysine